2-(2-methyl-4-(5-(3,4,5-trichlorophenyl)-5-(trifluoromethyl)-4,5-dihydroisoxazol-3-yl)benzamido)-N-(1-(methylthio)ethyl)-4,5,6,7-tetrahydrobenzo[b]thiophene-3-carboxamide CC1=C(C(=O)NC2=C(C3=C(S2)CCCC3)C(=O)NC(C)SC)C=CC(=C1)C1=NOC(C1)(C(F)(F)F)C1=CC(=C(C(=C1)Cl)Cl)Cl